CN1N=CC(=C1)NC=1C=NC=2CCNC(C2C1)=O 3-((1-methyl-1H-pyrazol-4-yl)amino)-7,8-dihydro-1,6-naphthyridin-5(6H)-one